N-(oxetan-3-yl)-1H-pyrrolo[2,3-b]Pyridine-2-carboxamide O1CC(C1)NC(=O)C1=CC=2C(=NC=CC2)N1